niobium-indium oxide [O-2].[In+3].[Nb+5].[O-2].[O-2].[O-2]